2-methylenehexanal C=C(C=O)CCCC